D-4-iodo-1-[[1-(3-methoxypropyl)cyclooctyl]methyl]-5-methyl-1H-pyrazole IC=1C=NN(C1C)CC1(CCCCCCC1)CCCOC